2-(2-hydroxy-2-methylpropionamido)-6-methylisonicotinic acid OC(C(=O)NC=1C=C(C(=O)O)C=C(N1)C)(C)C